N,N'-bis(phenanthren-9-yl)-N,N'-bis(phenyl)-benzidin C1=CC=CC=2C3=CC=CC=C3C(=CC12)N(C1=CC=C(C=C1)C1=CC=C(N(C2=CC=CC=C2)C=2C3=CC=CC=C3C=3C=CC=CC3C2)C=C1)C1=CC=CC=C1